N-(3-(2,6-dioxopiperidin-3-yl)-2-methylquinolin-8-yl)-2-(trifluoromethoxy)benzenesulfonamide O=C1NC(CCC1C=1C(=NC2=C(C=CC=C2C1)NS(=O)(=O)C1=C(C=CC=C1)OC(F)(F)F)C)=O